C(C)C1=NC(=NO1)C=1C=C2CC[C@H](C2=CC1)C(=O)NC1=CC=NN1C (R)-5-(5-Ethyl-1,2,4-oxadiazol-3-yl)-N-(1-methyl-1H-pyrazol-5-yl)-2,3-dihydro-1H-inden-1-carboxamid